C12CCC(CC1)N2C2=NC(=CC1=C2N=C(N=C1)NC1=NC=2CCN(CC2C=C1)C(CN1CC(C1)F)=O)[C@@H](C)O 1-[2-[[8-(7-azabicyclo[2.2.1]heptan-7-yl)-6-[(1R)-1-hydroxyethyl]pyrido[3,4-d]pyrimidin-2-yl]amino]-7,8-dihydro-5H-1,6-naphthyridin-6-yl]-2-(3-fluoroazetidin-1-yl)ethanone